1-((3-Nitrophenyl)sulfonyl)piperidin ethyl-5-amino-6-methoxy-4-methyl-1-benzothiophene-2-carboxylate C(C)OC(=O)C=1SC2=C(C1)C(=C(C(=C2)OC)N)C.[N+](=O)([O-])C=2C=C(C=CC2)S(=O)(=O)N2CCCCC2